CN1C2CN(C(C1C2)=O)C2=CC=C(C=C2)[N+](=O)[O-] 6-methyl-3-(4-nitrophenyl)-3,6-diazabicyclo[3.1.1]heptane-2-one